2-bromo-N-(p-benzoylphenyl)butanamide rac-tert-Butyl-methyl((3-sulfamoyl-6,7-dihydro-5H-pyrazolo[5,1-b][1,3]oxazin-6-yl)methyl)carbamate C(C)(C)(C)OC(N(C[C@@H]1CN2C(OC1)=C(C=N2)S(N)(=O)=O)C)=O.BrC(C(=O)NC2=CC=C(C=C2)C(C2=CC=CC=C2)=O)CC |r|